FC1=C(C=CC(=C1)C(F)(F)F)COC1CN(C1)C(=O)N1CC(CC1)N1N=CN=C1 [3-[[2-Fluoro-4-(trifluoromethyl)phenyl]methoxy]azetidin-1-yl]-[3-(1,2,4-triazol-1-yl)pyrrolidin-1-yl]methanone